N-((8endo)-3-(6-chloropyridazin-4-yl)-3-azabicyclo[3.2.1]octan-8-yl)-8-methyl-5-(2,2,2-trifluoroethoxy)-[1,2,4]triazolo[1,5-a]pyridin-2-amine ClC1=CC(=CN=N1)N1CC2CCC(C1)C2NC2=NN1C(C(=CC=C1OCC(F)(F)F)C)=N2